COC=1C=C(C=CC1)NC(CC(C)=O)=O N-(3-methoxyphenyl)-3-oxobutaneamide